3-(3-fluorophenyl)-1,2,4-oxadiazole-5-carboxylic acid ethyl ester C(C)OC(=O)C1=NC(=NO1)C1=CC(=CC=C1)F